tert-butyl (3R,5S)-3-(3-((6-(benzylamino)-3-methyl-2-oxo-2,3-dihydro-1H-benzo[d]imidazol-4-yl)oxy)propyl)-4,4-difluoro-5-methylpiperidine-1-carboxylate C(C1=CC=CC=C1)NC=1C=C(C2=C(NC(N2C)=O)C1)OCCC[C@@H]1CN(C[C@@H](C1(F)F)C)C(=O)OC(C)(C)C